(3s,4s)-N-(2-fluorophenyl)-1-methyl-2-oxo-4-(3-(trifluoromethyl)phenyl)-pyrrolidine-3-carboxamide FC1=C(C=CC=C1)NC(=O)[C@H]1C(N(C[C@@H]1C1=CC(=CC=C1)C(F)(F)F)C)=O